ClC1=C(C=C(C=C1)F)[C@@H](CC)C1=NN(C(=C1)C)C (1R,2R)-1-(2-chloro-5-fluorophenyl)-1-(1,5-dimethyl-1H-pyrazol-3-yl)propan